[(4-methoxy-5-methylthiophen-3-yl)ethynyl]trimethylsilane COC=1C(=CSC1C)C#C[Si](C)(C)C